tert-Butyl N-(6-chloro-3-methyl-pyridazin-4-yl)carbamate ClC1=CC(=C(N=N1)C)NC(OC(C)(C)C)=O